COC1=C(C=O)C=C(C=C1)OC 2,5-dimethoxy-benzaldehyde